ClC=1C=CC=2N(C1)N=CC2S(=O)(=O)NC=2C(=NC(=C(C2)F)OCC(F)F)F 6-chloro-N-(6-(2,2-difluoroethoxy)-2,5-difluoropyridin-3-yl)pyrazolo[1,5-a]pyridine-3-sulfonamide